methyl 5-(3-(3-fluoro-N-propioloylbenzamido)propoxy)-4-methoxy-2-propiolamidobenzoate FC=1C=C(C(=O)N(C(C#C)=O)CCCOC=2C(=CC(=C(C(=O)OC)C2)NC(C#C)=O)OC)C=CC1